C[C@]12OC(C[C@@H]1[C@]1(CCCC([C@@H]1CC2)(C)C)C)=O (+)-(3aR,5aS,9aS,9bR)-3a,6,6,9a-tetramethyldecahydronaphtho[2,1-b]furan-2(1H)-one